C(C)(C)(C)OC(=O)C=1C=C(C=CC1)C1=CC=C(C=C1)CCC(=O)O 3-(3'-(tert-butoxycarbonyl)-[1,1'-biphenyl]-4-yl)propanoic acid